(R)-4-methyl-1-oxo-1-((S)-6-(((S)-3-oxo-1-((S)-2-oxopyrrolidin-3-yl)-4-(trifluoromethoxy)butan-2-yl)carbamoyl)-5-azaspiro[2.4]heptan-5-yl)pentan-2-yl 2-phenylacetate C1(=CC=CC=C1)CC(=O)O[C@@H](C(N1CC2(CC2)C[C@H]1C(N[C@@H](C[C@H]1C(NCC1)=O)C(COC(F)(F)F)=O)=O)=O)CC(C)C